O=C1NC(CC[C@@H]1NC(CC1=CC=CC=C1)=O)=O N-[(3S)-2,6-dioxo-3-piperidinyl]-2-phenyl-acetamide